COC=1C=C(C=CC1[N+](=O)[O-])N1CCN(CC1)C(=O)OC(C)(C)C tertiary butyl 4-(3-methoxy-4-nitrophenyl)piperazin-1-carboxylate